NC1=C2C(=NC=N1)N(N=C2C=2C(=C1CCN(C1=CC2)C(CC2=CC(=CC=C2)C(F)(F)F)=O)F)C(C)C 1-(5-(4-amino-1-isoprop-yl-1H-pyrazolo[3,4-d]-pyrimidin-3-yl)-4-fluoro-indolin-1-yl)-2-(3-(tri-fluoromethyl)phenyl)-ethan-1-one